4-amino-3-chloro-5-fluoro-6-(2-fluoro-4-(trimethylsilyl)phenyl)-pyridine-2-carboxylic acid methyl ester COC(=O)C1=NC(=C(C(=C1Cl)N)F)C1=C(C=C(C=C1)[Si](C)(C)C)F